O1N=C(CC1)C(=O)O 4,5-dihydro-isoxazole-3-carboxylic acid